N-methyl-piperazinesulfonamide CNS(=O)(=O)N1CCNCC1